C[C@@H]1CC(O[C@H]1CCCC)=O Trans-4-Methyl-5-butyldihydro-2(3H)-furanone